C1(CC1)N1C(C(=CC=C1)CC1=C(C=CC(=C1)F)F)=O 1-Cyclopropyl-3-(2,5-difluorobenzyl)pyridin-2(1H)-one